4-(5H-benzo[4,5]thieno[3,2-c]carbazole-5-yl)benzaldehyde C1=C2C=3C4=C(C=CC3N(C2=CC=C1)C1=CC=C(C=O)C=C1)C1=C(S4)C=CC=C1